N1=C(N=CC=C1)C1CNC1 3-(pyrimidin-2-yl)azetidin